3-(4-chlorophenyl)-N-((2-(2,6-dioxopiperidin-3-yl)-1,3-dioxoisoindolin-5-yl)methyl)-2-oxopropanamide ClC1=CC=C(C=C1)CC(C(=O)NCC=1C=C2C(N(C(C2=CC1)=O)C1C(NC(CC1)=O)=O)=O)=O